N-(5-(((3S,4R)-4-fluorotetrahydrofuran-3-yl)oxy)-7-(1-methyl-1H-pyrazol-4-yl)quinazolin-4-yl)benzo[d]thiazol-6-amine F[C@H]1[C@H](COC1)OC1=C2C(=NC=NC2=CC(=C1)C=1C=NN(C1)C)NC1=CC2=C(N=CS2)C=C1